2-cyclopropyl-5-(tetramethyl-1,3,2-dioxaborolan-2-yl)pyridine C1(CC1)C1=NC=C(C=C1)B1OC(C(O1)(C)C)(C)C